C1(CCCCC1)[C@@H](C(NC1=CC=C(C=C1)B1OC(C(O1)(C)C)(C)C)=O)NC(=O)C1=CC=NN1C (S)-N-(1-cyclohexyl-2-oxo-2-((4-(4,4,5,5-tetramethyl-1,3,2-dioxaborolan-2-yl)phenyl)amino)ethyl)-1-methyl-1H-pyrazole-5-carboxamide